3-(benzyloxy)-N-methoxy-N-methylbenzamide C(C1=CC=CC=C1)OC=1C=C(C(=O)N(C)OC)C=CC1